C(C)N1C2=CC=C(C=C2C=2C=CC=CC12)C(C1=C(C=C(C=C1)C1OCCCC1)C)=O 9-ethyl-6-(2-methyl-4-tetrahydropyranyl-benzoyl)-9H-carbazole